OC1=C(C=CC=C1)C(\C=C/C1=CC=C(C=C1)\C=C\C(=O)C1=C(C=CC=C1)O)=O (Z)-1-(2-Hydroxyphenyl)-3-[4-[(E)-3-(2-hydroxyphenyl)-3-oxoprop-1-enyl]phenyl]prop-2-en-1-one